N1=CN=C2NC=NC2=C1C=1C(=NC=CC1)NC=1C=C(C=C(C1C)F)NC(C1=NC=CC(=C1)C(F)(F)F)=O N-(3-(3-(9H-purin-6-yl)pyridin-2-ylamino)-5-fluoro-4-methylphenyl)-4-(trifluoromethyl)picolinamide